C(C)(C)(C)C1CCC(CC1)OC(=O)OOC(=O)OC1CCC(CC1)C(C)(C)C di(4-t-butyl cyclohexyl)peroxydicarbonate